NC1=C(C=C(C2=CC=CC=C12)S(=O)(=O)O)N=NC=1C=NC(=CC1)C1=C(C=CC(=C1)C)C1=CC=CC=C1 4-amino-3-[6-(4-methylbiphenyl-2-yl)pyridine-3-ylazo]naphthalene-1-sulfonic acid